4-[[(2R,3R,4S,5R)-3-(3,4-Difluoro-2-methoxy-phenyl)-4,5-dimethyl-5-(trifluoromethyl)tetrahydrofuran-2-carbonyl]amino]-5-fluoro-pyridin-2-carboxamid FC=1C(=C(C=CC1F)[C@@H]1[C@@H](O[C@]([C@H]1C)(C(F)(F)F)C)C(=O)NC1=CC(=NC=C1F)C(=O)N)OC